carbamoyl-cyclohexan C(N)(=O)C1CCCCC1